N1=CC(=CC=C1)CCNC(NC=1C=CC(=C(C1)C#CC1=CC=C(C(=O)NCCN2CC(CCC2)NC(OC(C)(C)C)=O)C=C1)C1=CC=NC=C1)=O tert-butyl (1-(2-(4-((5-(3-(2-(pyridin-3-yl)ethyl)ureido)-2-(pyridin-4-yl)phenyl)ethynyl)benzamido)ethyl)piperidin-3-yl)carbamate